4-methyldihydrocoumarone CC1=C2CCOC2=CC=C1